C1([C@H](O)[C@@H](O)[C@H](O)[C@H](O1)CO)C1(O)[C@H](NC(C)=O)[C@@H](O)[C@H](O)[C@H](O1)CO Glucosyl-N-Acetyl-Glucosamine